[1-(4-bromophenyl)-4-piperidinyl]Methanol BrC1=CC=C(C=C1)N1CCC(CC1)CO